5-Phenyl-2-(pyridin-3-yl)thieno[2,3-d]pyrimidin C1(=CC=CC=C1)C1=CSC=2N=C(N=CC21)C=2C=NC=CC2